C(C)(C)(C)OC(=O)NC1(CC(C1)C(=O)O)C(C)(C)O 3-(tert-Butoxycarbonylamino)-3-(1-hydroxy-1-methyl-ethyl)cyclobutanecarboxylic acid